1-[6-(2,2-difluoro-ethoxy)pyrazin-2-yl]-3,3-dimethyl-N-(3-methyl-1,1-dioxo-thietan-3-yl)-2-oxo-indoline-5-carboxamide FC(COC1=CN=CC(=N1)N1C(C(C2=CC(=CC=C12)C(=O)NC1(CS(C1)(=O)=O)C)(C)C)=O)F